C(C)OC(=O)C=1OC2=C(C1C)C=C(C=C2)S(NCCC2=CC(=CC(=C2)OC)OC)(=O)=O 5-(N-(3,5-Dimethoxyphenylethyl)sulfamoyl)-3-methylbenzofuran-2-carboxylic acid ethyl ester